IC1=COC2=C(C=C(C=C2C1=O)CN1C[C@H](OCC1)C)C(F)(F)F (R)-3-iodo-6-((2-methylmorpholinyl)methyl)-8-(trifluoromethyl)-4H-chromen-4-one